3-(6-chloro-2,8-dimethyl-1,2,3,4-tetrahydroisoquinolin-4-yl)benzene-1-sulfonyl chloride ClC=1C=C2C(CN(CC2=C(C1)C)C)C=1C=C(C=CC1)S(=O)(=O)Cl